2-(2-fluorophenyl)-3-(pyridin-4-yl)-4,5,6,7-tetrahydropyrazolo[1,5-a]pyrazine hydrochloride Cl.FC1=C(C=CC=C1)C1=NN2C(CNCC2)=C1C1=CC=NC=C1